FC=1C=CC(=NC1)C1=NN(C(=C1)C(=O)OCC)CC(CC)=O ethyl 3-(5-fluoropyridin-2-yl)-1-(2-oxobutyl)-1H-pyrazole-5-carboxylate